FCCCN1CC(C1)=CC1=CC=C(C=C1)B1OC(C(O1)(C)C)(C)C 1-(3-fluoropropyl)-3-(4-(4,4,5,5-tetramethyl-1,3,2-dioxaborolan-2-yl)benzylidene)azetidine